2-(3-(9-(2-pyridyl)-9H-carbazol-3-yl)-5-(dibenzothiophen-4-yl)-phenyl)-4,6-diphenyl-1,3,5-triazine N1=C(C=CC=C1)N1C2=CC=CC=C2C=2C=C(C=CC12)C=1C=C(C=C(C1)C1=CC=CC2=C1SC1=C2C=CC=C1)C1=NC(=NC(=N1)C1=CC=CC=C1)C1=CC=CC=C1